2-(1-Benzyl-4,4-difluoro-5-methylpiperidin-3-yl)ethan-1-amine C(C1=CC=CC=C1)N1CC(C(C(C1)C)(F)F)CCN